ClC1=CC(=C(C(=O)O)C=C1)NC1=C(C=NC2=CC=C(C=C12)Cl)S(=O)(=O)N1CCOCC1 4-chloro-2-[(6-chloro-3-morpholinesulfonyl-4-quinolinyl)amino]benzoic acid